Cl.N[C@@H](CC(=O)OCC)C1CC1 ethyl (S)-3-amino-3-cyclopropylpropanoate hydrochloride